OC1CN(C1)C(=O)N1CCN(CC1)C1=C(C=O)C=CC=N1 2-(4-(3-hydroxyazetidine-1-carbonyl)piperazin-1-yl)nicotinaldehyde